4-fluoro-N-(2-(methylsulfonyl)ethyl)benzamide FC1=CC=C(C(=O)NCCS(=O)(=O)C)C=C1